N1(CCOCC1)CCCOC1=CC=C(C=C1)C1=CN(C2=C1N=CNC2=O)C2=CC=CC=C2 7-[4-(3-morpholin-4-yl-propoxy)-phenyl]-5-phenyl-3,5-dihydro-pyrrolo[3,2-d]pyrimidin-4-one